5-[(2R)-2-(2,5-difluorophenyl)pyrrolidin-1-yl]-N-[3-[4-[2-[4-[4-[(2,6-dioxo-3-piperidyl)amino]phenyl]-1-piperidyl]-2-oxo-ethyl]phenyl]propyl]pyrazolo[1,5-a]pyrimidine-3-carboxamide FC1=C(C=C(C=C1)F)[C@@H]1N(CCC1)C1=NC=2N(C=C1)N=CC2C(=O)NCCCC2=CC=C(C=C2)CC(=O)N2CCC(CC2)C2=CC=C(C=C2)NC2C(NC(CC2)=O)=O